The molecule is a member of the class of pyrroles carrying chloro and 3-chloro-2-nitrophenyl substituents at positions 3 and 4 respectively. It has a role as a bacterial metabolite and an antifungal drug. It is a member of pyrroles, a member of monochlorobenzenes, a C-nitro compound and an indole alkaloid. C1=CC(=C(C(=C1)Cl)[N+](=O)[O-])C2=CNC=C2Cl